(R)-N-((S)-6-chloro-9-p-toluenesulfonyl-2,3,4,9-tetrahydro-1H-carbazol-4-yl)-2-methylpropan-2-sulfinamide ClC=1C=C2C=3[C@H](CCCC3N(C2=CC1)S(=O)(=O)C1=CC=C(C)C=C1)N[S@](=O)C(C)(C)C